1-(1Z-eicosenyl)-2-(5Z,8Z,11Z,14Z-eicosatetraenoyl)-glycero-3-phospho-(1'-sn-glycerol) CCCCCCCCCCCCCCCCCC/C=C\OC[C@H](COP(=O)(O)OC[C@H](CO)O)OC(=O)CCC/C=C\C/C=C\C/C=C\C/C=C\CCCCC